5-Chloro-3-methoxy-2-pyrazinecarboxaldehyde ClC=1N=C(C(=NC1)C=O)OC